1-(2-ethylbenzo[d]thiazol-5-yl)ethan-1-ol C(C)C=1SC2=C(N1)C=C(C=C2)C(C)O